Phenyl(naphthalenyl)indolocarbazole C1(=CC=CC=C1)C=1C(=C2C(=CC1)N=C1C=CC3=C4C=CC=CC4=NC3=C12)C1=CC=CC2=CC=CC=C12